C(CN)N.[Na] sodium (ethylenediamine)